(2R,4S)-tert-butyl 2-(hydroxymethyl)-4-methylpyrrolidine-1-carboxylate OC[C@@H]1N(C[C@H](C1)C)C(=O)OC(C)(C)C